C(C1CO1)OCCC[Si](O[Si](CCCOCC1CO1)(C)C)(C)C 1,3-bis(3-glycidyl-oxypropyl)tetramethyldisiloxane